2,3-dimethyl-1,4-dioxo-11,14,17-trioxa-7,8-dithia-3-azaicosan-20-oic acid CC(C=O)N(C(CCSSCCOCCOCCOCCC(=O)O)=O)C